5-(2,6-dimethoxyphenyl)-2-(4-iodophenyl)-1H-imidazole COC1=C(C(=CC=C1)OC)C1=CN=C(N1)C1=CC=C(C=C1)I